4-amino-N'-(cyclopropanecarbonyl)-N-((5-(difluoromethoxy)pyridin-2-yl)methyl)-7-fluoro-N',1-dimethyl-1H-pyrazolo[4,3-c]quinoline-8-carbohydrazide NC1=NC=2C=C(C(=CC2C2=C1C=NN2C)C(=O)N(N(C)C(=O)C2CC2)CC2=NC=C(C=C2)OC(F)F)F